3-[4-(1,3-benzothiazol-2-ylmethyl)piperazin-1-yl]-N-ethyl-4-(2H-tetrazol-5-yl)aniline S1C(=NC2=C1C=CC=C2)CN2CCN(CC2)C=2C=C(NCC)C=CC2C=2N=NNN2